Cl.C(=CC1=CC=CC=C1)CN(CCN)CCC[Si](OC)(OC)OC (N-styrylmethyl-β-aminoethylamino)propyl-trimethoxysilane hydrochloride